(2S,4R)-1-[(2S)-2-(8-amino-octanamido)-3,3-dimethyl-butanoyl]-4-hydroxy-N-[[4-(4-methyl-1,3-thiazol-5-yl)phenyl]methyl]pyrrolidine-2-carboxamide NCCCCCCCC(=O)N[C@H](C(=O)N1[C@@H](C[C@H](C1)O)C(=O)NCC1=CC=C(C=C1)C1=C(N=CS1)C)C(C)(C)C